NC1=C(C(=C2N(C1=O)C(=CS2)C(=O)OC)C2=CC(=CC=C2)C(F)(F)F)CC2=CC=CC1=CC=CC=C21 methyl 6-amino-7-(naphthalen-1-ylmethyl)-5-oxo-8-(3-(trifluoromethyl)phenyl)-5H-thiazolo[3,2-a]pyridine-3-carboxylate